Cl.C(C)OC(C(CC=1C=CC(=NC1)C(=O)O)F)=O 5-(3-ethoxy-2-fluoro-3-oxopropyl)pyridine-2-carboxylic acid hydrochloride